Cl.N[C@H](CC1=CC2=C(N=C(N=C2NCC2=COC=C2)Cl)N1)C 6-[(2S)-2-aminopropyl]-2-chloro-N-[(furan-3-yl)methyl]-7H-pyrrolo[2,3-d]pyrimidin-4-amine hydrochloride